C(CC)OC(=O)C1C2C=CC(C1)C2 5-(n-propoxycarbonyl)-bicyclo[2.2.1]Hept-2-ene